(R)-8-chloro-2-(3'-(3-((3-hydroxypyrrolidin-1-yl)methyl)-1,7-naphthyridin-8-ylamino)-2,2'-dimethylbiphenyl-3-yl)-[1,2,4]triazolo[1,5-a]pyridine-6-carbaldehyde ClC=1C=2N(C=C(C1)C=O)N=C(N2)C=2C(=C(C=CC2)C2=C(C(=CC=C2)NC=2N=CC=C1C=C(C=NC21)CN2C[C@@H](CC2)O)C)C